C(C)OC(=O)C1CN(C(CC1)C1=C(C(=CC=C1OC)Cl)Cl)C(=O)OC(C)(C)C 6-(2,3-dichloro-6-methoxyphenyl)piperidine-1,3-dicarboxylic acid 1-tert-butyl ester 3-ethyl ester